C(C)(C)(C)OC(=O)C=1C=CC2=C(N(C(=N2)CN2CC3=CC(=NC=C3CC2)OCC2=C(C=C(C=C2)Cl)F)C[C@H]2OCC2)C1 (S)-2-((7-((4-chloro-2-fluorobenzyl)oxy)-3,4-dihydro-2,6-naphthyridin-2(1H)-yl)methyl)-1-((oxetan-2-yl)methyl)-1H-benzo[d]imidazole-6-carboxylic acid tert-butyl ester